C(C)OC(CN(C)C(=O)N1C(N(C2=NC(=NC(=C12)N)NS(=O)(=O)CCC)CC1=CC=CC=C1)=O)=O 2-[[6-amino-9-benzyl-8-oxo-2-(propylsulfonylamino)purine-7-carbonyl]-methyl-amino]acetic acid ethyl ester